3-(4,4-Dimethyl-2-oxo-3,4-dihydro-2H-pyran-6-yl)-5-(methoxycarbonyl)-1-methyl-1H-indazole 2-oxide CC1(CC(OC(=C1)C1=[N+](N(C2=CC=C(C=C12)C(=O)OC)C)[O-])=O)C